2-acetyl-6-(4-chlorobenzyl)-9-(4-(difluoromethoxy)phenyl)-2,6,9-triazaspiro[4.5]decane-7,10-dione C(C)(=O)N1CC2(CC1)N(C(CN(C2=O)C2=CC=C(C=C2)OC(F)F)=O)CC2=CC=C(C=C2)Cl